S=O sulfur Oxide